C(C)(C)(C)OC(=O)N[C@H]1C[C@]2([C@@H]([C@@H]3N(C1=O)[C@@H](CC3)C(=O)O)C2)C (3S,6S,7aS,8aS,8bR)-6-((tert-butoxycarbonyl)amino)-7a-methyl-5-oxodecahydrocyclopropa[c]pyrrolo[1,2-a]azepine-3-carboxylic acid